4-chloro-7-fluoroindoline ClC1=C2CCNC2=C(C=C1)F